methyl (S)-2-((4-(6-((benzofuran-3-yl) methoxy) pyridin-2-yl) piperidin-1-yl) methyl)-1-((oxetan-2-yl) methyl)-1H-benzo[d]imidazole-6-carboxylate O1C=C(C2=C1C=CC=C2)COC2=CC=CC(=N2)C2CCN(CC2)CC2=NC1=C(N2C[C@H]2OCC2)C=C(C=C1)C(=O)OC